NC1=C2C(N(C(C2=CC=C1)=O)[C@H]1C(NC(CC1)=O)=O)=O |r| (RS)-4-amino-2-(2,6-dioxopiperidine-3-yl)isoindoline-1,3-dione